ClC1=CC=C2C(CNC2=C1)=O 6-chloro-3-oxindole